2-pyrrolidin-1-ylethanesulfonic acid (4-{5-amino-6-[1-(2,6-dichloro-3-fluoro-phenyl)-ethoxy]-pyrazin-2-yl}-phenyl)-amide NC=1N=CC(=NC1OC(C)C1=C(C(=CC=C1Cl)F)Cl)C1=CC=C(C=C1)NS(=O)(=O)CCN1CCCC1